CC1(N(CCC1)CC(=O)NC=1C=C(C(=NC1)C)NC(=O)C=1C=NN2C1C=NC(=C2)C=2C=NN1C2CC(CC1)O)C N-(5-(2-(2,2-dimethylpyrrolidin-1-yl)acetamido)-2-methylpyridin-3-yl)-6-(5-hydroxy-4,5,6,7-tetrahydropyrazolo[1,5-a]pyridin-3-yl)pyrazolo[1,5-a]pyrazine-3-carboxamide